(±)-5-((4-(Azetidin-3-yl(methyl)amino)-3-((methylsulfinyl)methyl)phenyl)amino)-7-(cyclopropylamino)pyrazolo[1,5-a]pyrimidine-3-carbonitrile N1CC(C1)N(C1=C(C=C(C=C1)NC1=NC=2N(C(=C1)NC1CC1)N=CC2C#N)C[S@](=O)C)C |r|